OC1(CCN(CC1)C1=NC=C(N=C1)C=1NC=2C(=NC(=CC2N(C)CC2(CCC2)COC)C2=CC(=CC=C2)C(F)(F)F)N1)C(=O)OC Methyl 4-hydroxy-1-(5-{7-[{[1-(methoxymethyl)cyclobutyl]methyl}(methyl)amino]-5-[3-(trifluoromethyl)phenyl]-1H-imidazo[4,5-b]pyridin-2-yl}pyrazin-2-yl)piperidine-4-carboxylate